BrC=1C=C2C(=NN=C(C2=CC1)C1=C(C=C(C=C1)C)OC)Cl 6-bromo-4-chloro-1-(2-methoxy-4-methylphenyl)phthalazine